4-chloro-6-(2-chloro-4-fluorophenyl)-N-(5-chloro-6-(2H-1,2,3-triazol-2-yl)pyridin-3-yl)pyridine ClC1=CCN(C(=C1)C1=C(C=C(C=C1)F)Cl)C=1C=NC(=C(C1)Cl)N1N=CC=N1